(4-fluoro-1,2-phenylene)bis(methylene) (E,E)-bis(N'-(4-fluorophenyl)carbamimidothioate) FC1=CC=C(C=C1)\N=C(/N)\SCC1=C(C=C(C=C1)F)CSC(N)=NC1=CC=C(C=C1)F